CC1=NC(=CC=C1OCC1CC(CC1)C(=O)O)C=1N=NN(C1CNC1=NC=CC(=N1)C1=NC=CC=C1)C 3-(((2-methyl-6-(1-methyl-5-(((4-(pyridin-2-yl)pyrimidin-2-yl)amino)methyl)-1H-1,2,3-triazol-4-yl)pyridin-3-yl)oxy)methyl)cyclopentane-1-carboxylic acid